1,3,4-O-trinonanoyl-erythritol C(CCCCCCCC)(=O)C([C@H](O)[C@](O)(COC(CCCCCCCC)=O)C(CCCCCCCC)=O)O